FC=1C=C2C(=CNC2=CC1F)C[C@@H](C)NC(OC(C)(C)C)=O tert-butyl (R)-(1-(5,6-difluoro-1H-indol-3-yl)propan-2-yl)carbamate